CC1(OBOC1(C)C)C.[Ar] argon 4,4,5,5-tetramethyl-1,3,2-dioxaborolane